CN1CCN(CC1)C1=CC=C(C=O)C=C1 4-(4-methyl-piperazin-1-yl)benzaldehyde